COC=1N=C2C(=CC=NC2=CC1OC)OC1=C(C=C(C=C1)NC(=O)C=1C(N(C=CC1)C1=CC=C(C=C1)F)=O)F N-[4-[(6,7-dimethoxy-1,5-naphthyridin-4-yl)oxy]-3-fluorophenyl]-1-(4-fluorophenyl)-2-oxopyridine-3-carboxamide